1-(4-((tert-butyldimethylsilyl)oxy)-4,4-bis(diethoxyphosphoryl)butyl)-3-(4-(di-tert-butylfluorosilyl)benzyl)-1H-imidazol-3-ium [Si](C)(C)(C(C)(C)C)OC(CCCN1C=[N+](C=C1)CC1=CC=C(C=C1)[Si](F)(C(C)(C)C)C(C)(C)C)(P(=O)(OCC)OCC)P(=O)(OCC)OCC